6-((1-(6-methylbenzo[d]oxazol-2-yl)ethyl)thio)-1-(tetrahydro-2H-pyran-4-yl)-1,5-dihydro-4H-pyrazolo[3,4-d]pyrimidin-4-one CC1=CC2=C(N=C(O2)C(C)SC=2NC(C3=C(N2)N(N=C3)C3CCOCC3)=O)C=C1